((1s,3s)-3-hydroxy-3-methylcyclobutyl)(7-(3-methoxy-4-methylphenoxy)-2-azaspiro[3.5]non-2-yl)methanone OC1(CC(C1)C(=O)N1CC2(C1)CCC(CC2)OC2=CC(=C(C=C2)C)OC)C